ClC=1C=NC(=C(C(=O)NC2CCC(CC2)CN2C(N(C3=C2C=CC=C3)C=3C=NC(=CC3)OC[C@@H]3N(CCOC3)C)=O)C1)C 5-chloro-2-methyl-N-((1R,4r)-4-((3-(6-(((R)-4-methyl-morpholin-3-yl)methoxy)pyridin-3-yl)-2-oxo-2,3-dihydro-1H-benzo[d]imidazol-1-yl)methyl)cyclohexyl)nicotinamide